(cyclobutylmethyl)-6H-thieno[2,3-b]pyrrole-5-carboxylic acid ethyl ester C(C)OC(=O)C1=CC2=C(N1)SC(=C2)CC2CCC2